Cl.N[C@H](C)C=1N=C2N(C=C(C=C2N2C(C3CC3C2)=O)C)C1 3-(2-((R)-1-aminoethyl)-6-methylimidazo[1,2-a]pyridin-8-yl)-3-azabicyclo[3.1.0]hexan-2-one hydrochloric acid salt